(R)-2-chloro-6,7-dimethoxy-N-(1-(3-nitro-5-trifluoromethylphenyl)ethyl)quinazolin-4-amine ClC1=NC2=CC(=C(C=C2C(=N1)N[C@H](C)C1=CC(=CC(=C1)C(F)(F)F)[N+](=O)[O-])OC)OC